FC=1C(=CC2=C(N=C(S2)C=2C=C(C=C3N=C(C=NC23)OC)C#N)C1)OC 8-(5-fluoro-6-methoxybenzo[d]thiazol-2-yl)-3-methoxyquinoxaline-6-carbonitrile